C(C)(C)(C)OC(=O)N1CC(C1)OC=1C=C(N(N1)CCO[Si](C)(C)C(C)(C)C)C(=O)OC methyl 5-(1-tert-butoxycarbonylazetidin-3-yl)oxy-2-[2-[tert-butyl(dimethyl)silyl]oxyethyl]pyrazole-3-carboxylate